ClC=1C=C(C=CC1)[C@H]1OC1 (R)-(3-chlorophenyl)-oxirane